2-ethylcyclopropylcarboxylic acid C(C)C1C(C1)C(=O)O